2-amino-4-(butylamino)-6-(3-(pyrrolidin-1-ylmethyl)benzyl)pyrido[4,3-d]pyrimidin-5(6H)-one NC=1N=C(C2=C(N1)C=CN(C2=O)CC2=CC(=CC=C2)CN2CCCC2)NCCCC